CC=1N(N=C2C3=C(C(C(C12)=O)=O)C=CC=C3)S(=O)(=O)C3=CC=CC=C3 3-methyl-2-(phenylsulfonyl)-2H-benzo[g]indazole-4,5-dione